C(C)(=O)C=1C=CC(=C(C1)CNCCC(=O)O)OCC 3-([(5-ACETYL-2-ETHOXYPHENYL)METHYL]AMINO)PROPANOIC ACID